CC(C)(CCCOCCOCC#C)N 2-Methyl-5-(2-prop-2-ynoxyethoxy)pentan-2-amine